N[C@H](C(=O)OC)CC1=C2C=CC=NC2=C(C=C1)C=1C(N(C(=CC1N1CCC1)C)C)=O methyl (S)-2-amino-3-(8-(4-(azetidin-1-yl)-1,6-dimethyl-2-oxo-1,2-dihydropyridin-3-yl)quinolin-5-yl)propanoate